tert-Butyl {(1S,3R)-3-[(1S)-1-aminoethyl]cyclopentyl}carbamate N[C@@H](C)[C@H]1C[C@H](CC1)NC(OC(C)(C)C)=O